O[C@@H]1C[C@H](N(C1)C([C@H](C(C)(C)C)NC(=O)CCC(=O)O)=O)C(NCC1=CC=C(C=C1)C1=C(N=CS1)C)=O 3-[[(2S)-1-[(2S,4R)-4-hydroxy-2-([[4-(4-methyl-1,3-thiazol-5-yl)phenyl]methyl]carbamoyl)pyrrolidin-1-yl]-3,3-dimethyl-1-oxobutan-2-yl]carbamoyl]propanoic acid